2-((9-((7-((2S,3S)-1-Methyl-5-oxo-2-(pyridin-3-yl)pyrrolidine-3-carboxamido)heptyl)oxy)nonyl)oxy)acetic acid, Formic acid salt C(=O)O.CN1[C@@H]([C@H](CC1=O)C(=O)NCCCCCCCOCCCCCCCCCOCC(=O)O)C=1C=NC=CC1